N[C@@H]1CN(CCC1)C1=NC2=C(N1CC1=CC=C(C#N)C=C1)C=C(C=C2)Cl (S)-4-((2-(3-aminopiperidin-1-yl)-6-chloro-1H-benzo[d]imidazol-1-yl)methyl)benzonitrile